(S)-methoxy(phenyl)acetic acid CO[C@H](C(=O)O)C1=CC=CC=C1